FC=1C=CC(=NC1)NC1=CC(=C(N=N1)C(=O)NC([2H])([2H])[2H])NC1=C2N(CC3N(C2=CC=C1)C(CC3)=O)C 6-((5-fluoropyridin-2-yl)amino)-N-(methyl-d3)-4-((5-methyl-1-oxo-1,2,3,3a,4,5-hexahydropyrrolo[1,2-a]quinoxalin-6-yl)amino)pyridazine-3-carboxamide